FC(C1=CC(=NC=C1)S(=O)(=O)N)(F)F 4-(Trifluoromethyl)pyridine-2-sulfonamide